C1(=CC=CC=C1)CC(=O)OCC=CC1=CC=CC=C1 CINNAMYL PHENYLACETATE